(R)-5-chloro-4-((3-(2,3-dihydrobenzo[b][1,4]dioxin-6-yl)-2-methylbenzyl)oxy)-2-(3-hydroxy-2-methylpropoxy)benzaldehyde ClC=1C(=CC(=C(C=O)C1)OC[C@@H](CO)C)OCC1=C(C(=CC=C1)C1=CC2=C(OCCO2)C=C1)C